tert-butyl (3R,5R)-3-amino-5-hydroxypiperidine-1-carboxylate N[C@H]1CN(C[C@@H](C1)O)C(=O)OC(C)(C)C